O1CCC(CC1)[C@@H](C)N (R)-1-(tetrahydro-2H-pyran-4-yl)ethan-1-amine